CN([C@@H](CC1=CC=CC=C1)C(=O)O)C(CC1=C(NC2=CC=CC=C12)C)=O Methyl-(2-(2-methyl-1H-indol-3-yl)acetyl)-L-phenylalanine